CN(CCCCN(C)C)C N,N,N',N'-Tetramethylbutylendiamin